(Z)-methyl 3-(2-(((2-fluoro-4-(1-(4-(trifluoromethoxy) phenyl)-1H-1,2,4-triazol-3-yl) phenyl) carbamoyl) imino)-4-oxothiazolidin-3-yl)-4-isopropylbenzoate FC1=C(C=CC(=C1)C1=NN(C=N1)C1=CC=C(C=C1)OC(F)(F)F)NC(=O)\N=C\1/SCC(N1C=1C=C(C(=O)OC)C=CC1C(C)C)=O